N-(cyclopropylmethyl)-N-[1-(5-iodo-2-pyrimidin-2-yl-1,2,4-triazol-3-yl)ethyl]-3,5-bis(trifluoromethyl)benzamide C1(CC1)CN(C(C1=CC(=CC(=C1)C(F)(F)F)C(F)(F)F)=O)C(C)C=1N(N=C(N1)I)C1=NC=CC=N1